6-[4-[acetyl(cyclopropylmethyl)amino]-3-chloro-phenyl]-N-(3-imidazol-1-ylpropyl)pyridine-3-carboxamide C(C)(=O)N(C1=C(C=C(C=C1)C1=CC=C(C=N1)C(=O)NCCCN1C=NC=C1)Cl)CC1CC1